ClC=1C=NN2C1N=C(C=C2N(C(OC(C)(C)C)=O)CC2=C(C=C(C=C2)C2=NC=CC=C2)F)Cl tert-butyl (3,5-dichloropyrazolo[1,5-a]pyrimidin-7-yl)(2-fluoro-4-(pyridin-2-yl)benzyl)carbamate